C12C(C(C(CC1)C2)C(=O)O)C(=O)O norbornane-2,3-dicarboxylic acid